1-bromo-5,5-dimethylhydantoin BrN1C(=O)NC(=O)C1(C)C